ClC=1C=C(C=CC1)C1CN(CC12CCN(CC2)C([C@@H](C(C)C)NC(C2=C(C=CC(=C2)C(F)(F)F)F)=O)=O)C N-((2R)-1-(4-(3-chlorophenyl)-2-methyl-2,8-diazaspiro[4.5]decan-8-yl)-3-methyl-1-oxobutan-2-yl)-2-fluoro-5-(trifluoromethyl)benzamide